6-[(7S)-2-{3-[4-(2,5-Dimethyl-2H-1,2,3-triazol-4-yl)phenyl]-1H-pyrazolo[3,4-b]pyridin-5-yl}-6,7,8,9-tetrahydro-5H-benzo[7]annulen-7-yl]-3-oxa-6-azabicyclo[3.1.1]heptane CN1N=C(C(=N1)C1=CC=C(C=C1)C1=NNC2=NC=C(C=C21)C=2C=CC1=C(CC[C@H](CC1)N1C3COCC1C3)C2)C